1-((6-(difluoromethoxy)-2-(2-methyl-[1,1'-biphenyl]-3-yl)benzo[d]oxazol-5-yl)methyl)azetidine-2-carboxylic acid FC(OC1=CC2=C(N=C(O2)C=2C(=C(C=CC2)C2=CC=CC=C2)C)C=C1CN1C(CC1)C(=O)O)F